BrC1=CC=C(C=C1)C1NCCC=2C3=CC=CC=C3NC12 1-(4-bromophenyl)-1,2,3,4-tetrahydro-β-carboline